6-methyleneandrostenone C=C1C[C@H]2[C@@H]3CC=C[C@@]3(C)CC[C@@H]2[C@]2(CCC(C[C@H]12)=O)C